ClC1=C(C(=O)NCC(C2=C(N=CS2)C(F)F)N2CCC(CC2)COC=2C(=NC=CC2)C#N)C(=CC=C1)F 2-Chloro-N-[2-(4-{[(2-cyanopyridin-3-yl)oxy]methyl}piperidin-1-yl)-2-[4-(difluoromethyl)-1,3-thiazol-5-yl]ethyl]-6-fluorobenzamid